COC1=C(C=C(C=C1)C1=CC=CC=C1)Br 3-Bromo-biphenyl-4-yl methyl ether